C(C)OC(=O)C1=NC=CN1 3H-imidazole-2-carboxylic acid ethyl ester